3,4-dichloro-6-{2-[(dimethylphosphoryl)methoxy]pyrimidin-5-yl}-7-fluoro-2-methyl-1,5-naphthyridine ClC=1C(=NC2=CC(=C(N=C2C1Cl)C=1C=NC(=NC1)OCP(=O)(C)C)F)C